C(C)(=O)NC1=CC=C(CNC(=O)C=2N=C(SC2)C#C)C=C1 N-(4-acetamidobenzyl)-2-acetylenyl-thiazole-4-carboxamide